(2-((5-Chloro-2-((2-METHYLPYRIDIN-4-yl)amino)pyrimidin-4-yl)amino)phenyl)dimethylphosphine ClC=1C(=NC(=NC1)NC1=CC(=NC=C1)C)NC1=C(C=CC=C1)P(C)C